(1-(5-(2-chloro-4-phenoxybenzoyl)-7H-pyrrolo[2,3-d]pyrimidin-4-yl)piperidin-3-yl)(4-methylpiperazin-1-yl)methanone ClC1=C(C(=O)C2=CNC=3N=CN=C(C32)N3CC(CCC3)C(=O)N3CCN(CC3)C)C=CC(=C1)OC1=CC=CC=C1